BrC1=C(C=C(C=C1)OCCC(C)C)S(=O)(=O)NCC 2-bromo-N-ethyl-5-isopentyloxy-benzenesulfonamide